C(#N)[C@H](C[C@H]1C(NCCC1)=O)NC(=O)[C@H]1N([C@H]2CC([C@@H]1CC2)(F)F)C([C@H](CC2CC2)NC=2C=NN(C2)C)=O (1R,3S,4R)-N-((S)-1-cyano-2-((S)-2-oxopiperidin-3-yl)ethyl)-2-((S)-3-cyclopropyl-2-((1-methyl-1H-pyrazol-4-yl)amino)propanoyl)-5,5-difluoro-2-azabicyclo[2.2.2]octane-3-carboxamide